4-[4-[[1-[(4-fluorophenyl)carbamoyl]-cyclopropanecarbonyl]-amino]phenoxy]-6-methylquinoline-7-carboxylic acid FC1=CC=C(C=C1)NC(=O)C1(CC1)C(=O)NC1=CC=C(OC2=CC=NC3=CC(=C(C=C23)C)C(=O)O)C=C1